3-lauryl-(thiopropionic acid) C(CCCCCCCCCCC)CCC(=S)O